methyl (9,9-difluoro-1-methyl-9H-fluorene-3-carbonyl)glycinate FC1(C2=CC=CC=C2C=2C=C(C=C(C12)C)C(=O)NCC(=O)OC)F